Cyclobutanecarboxylic acid C1(CCC1)C(=O)O